ClC=1C=C(C(=C(C1)C1=C2C(=NC=C1)C=C(S2)CC2C(NCC2O)=O)O[C@@H]2CNCCC2)C 3-((7-(5-chloro-3-methyl-2-(((S)-piperidin-3-yl)oxy)phenyl)thieno[3,2-b]pyridin-2-yl)methyl)-4-hydroxypyrrolidin-2-one